ClC=1C=C(C=CC1F)S(=O)(=O)NC=1C=C2C(N(C(C2=CC1)=O)C1C(NC(CC1)=O)=O)=O 3-chloro-N-(2-(2,6-dioxopiperidin-3-yl)-1,3-dioxoisoindolin-5-yl)-4-fluorobenzenesulfonamide